FC1(CN(CC1)S(=O)(=O)C=1C=C(C=C2C(=NC=NC12)N[C@H](C)C1=NOC(=N1)C)C1=CC=C(C=C1)F)F (R)-8-((3,3-difluoropyrrolidin-1-yl)sulfonyl)-6-(4-fluorophenyl)-N-(1-(5-methyl-1,2,4-oxadiazol-3-yl)ethyl)quinazolin-4-amine